(Z)-3-(3-fluorophenyl-methylene)-2-(methyl-[2-pyridyl]amino)-5-(trifluoromethyl)isoindolin-1-one FC=1C=C(C=CC1)\C=C\1/N(C(C2=CC=C(C=C12)C(F)(F)F)=O)N(C1=NC=CC=C1)C